methyl 3-(9-((4-(((tert-butoxycarbonyl)amino)methyl)phenyl)carbamoyl)-4,5-dihydrobenzo[b]thieno[2,3-d]oxepin-8-yl)-6-((1-cyanocyclohexyl)carbamoyl)picolinate C(C)(C)(C)OC(=O)NCC1=CC=C(C=C1)NC(=O)C1=CC2=C(OCCC3=C2SC=C3)C=C1C=1C(=NC(=CC1)C(NC1(CCCCC1)C#N)=O)C(=O)OC